N-(pyridin-3-ylmethyl)-1-(3-(pyridin-4-yl)-1,2,4-oxadiazol-5-yl)piperidine-4-carboxamide N1=CC(=CC=C1)CNC(=O)C1CCN(CC1)C1=NC(=NO1)C1=CC=NC=C1